phenethyl-iodonium C(CC1=CC=CC=C1)[IH+]